2-isopropoxy-5-methyl-4-(1,2,2,6,6-pentamethyl-1,2,3,6-tetrahydropyridin-4-yl)aniline C(C)(C)OC1=C(N)C=C(C(=C1)C=1CC(N(C(C1)(C)C)C)(C)C)C